CC1(NC(CC(C1)C(C(=O)O)(CCCCCCCC(=O)O)C1CC(NC(C1)(C)C)(C)C)(C)C)C.C(CCCCCCCCC(=O)O)(=O)O sebacate (bis(2,2,6,6-tetramethyl-4-piperidyl) sebacate)